(2S,3R,4R)-3-((tert-butyldimethylsilyl)oxy)-4-(4,7,10-tris(2-(tert-butoxy)-2-oxoethyl)-1,4,7,10-tetraazacyclododecan-1-yl)pyrrolidine-2-carboxylic acid [Si](C)(C)(C(C)(C)C)O[C@@H]1[C@H](NC[C@H]1N1CCN(CCN(CCN(CC1)CC(OC(C)(C)C)=O)CC(OC(C)(C)C)=O)CC(=O)OC(C)(C)C)C(=O)O